FC1=CC=C(C=C1)C1=NN2C(=NC=3C(=CC=CC3C2=N1)C(F)(F)F)NC=1C(N=CC=NC1)=O (6R)-6-{[2-(4-fluorophenyl)-7-(trifluoromethyl)[1,2,4]triazolo[1,5-c]quinazolin-5-yl]amino}-1,4-diazepin-5-one